hexahydrofuro[2,3-b]furan-3-yl 7-methyl-8-((3,4,5-trifluorophenyl) carbamoyl)-3a,4,10,10a-tetrahydro-1H,7H-dipyrrolo[3,4-b:3',4'-f][1,4,5]oxathiazocine-2(3H)-carboxylate 5,5-dioxide CN1C(=C2OCC3C(NS(C2=C1)(=O)=O)CN(C3)C(=O)OC3COC1OCCC13)C(NC1=CC(=C(C(=C1)F)F)F)=O